C[C@H]1[C@@H]([C@H]([C@H]([C@@H](O1)OC2=C(OC3=CC(=CC(=C3C2=O)O)O)C4=CC(=C(C=C4)O)O)O)O)O The molecule is a quercetin O-glycoside that is quercetin substituted by a alpha-L-rhamnosyl moiety at position 3 via a glycosidic linkage. It has a role as an antioxidant, an antileishmanial agent, an EC 1.1.1.184 [carbonyl reductase (NADPH)] inhibitor, an EC 1.1.1.21 (aldehyde reductase) inhibitor, an EC 1.14.18.1 (tyrosinase) inhibitor and a plant metabolite. It is a monosaccharide derivative, a tetrahydroxyflavone, an alpha-L-rhamnoside and a quercetin O-glycoside. It is a conjugate acid of a quercitrin-7-olate.